ON=C(C1=NC=C(C=C1)NC=1OC(=CN1)C1=NC=C(C=N1)C(F)(F)F)N N'-Hydroxy-5-((5-(5-(trifluoromethyl)pyrimidin-2-yl)oxazol-2-yl)amino)picolinimidamide